OB1C2=C(C(=NO1)C1CC(C1)NS(=O)(=O)CCC)C1=C(N=C2)NC=C1 N-((1r,3r)-3-(4-hydroxy-4,7-dihydropyrrolo[3',2':5,6]pyrido[4,3-d][1,2,6]oxazaborinin-1-yl)cyclobutyl)propane-1-sulfonamide